C(C)OC=1C=C(C=NC1)C=1C=NC=CC1 5'-ethoxy-[3,3'-bipyridin]